Cl.NC/C(/CN1N=CN(C1=O)C1=NC(=CC=C1)C1=CC=C(C=C1)N1CCNCC1)=C\F 2-[(2E)-2-(aminomethyl)-3-fluoroprop-2-en-1-yl]-4-{6-[4-(piperazin-1-yl)phenyl]pyridin-2-yl}-2,4-dihydro-3H-1,2,4-triazol-3-one hydrochloride